NC1=C(C(=C(C(N1CC(C)C)=O)C#N)C)C=O 6-AMINO-5-FORMYL-1-ISOBUTYL-4-METHYL-2-OXO-1,2-DIHYDRO-PYRIDINE-3-CARBONITRILE